ClC=1C(=NC(=NC1)NC1=C(C(=C(C=C1)N1CCN(CC1)C)F)OC(F)F)NC1=C(SC=C1)C(=O)N 3-((5-chloro-2-((2-(difluorometh-oxy)-3-fluoro-4-(4-methylpiperazin-1-yl)phenyl)amino)pyrimidin-4-yl)amino)thiophene-2-carboxamide